(R)-4-(8-Ethyl-2-(piperazin-1-yl)-7,8-dihydro-1,6-naphthyridin-6(5H)-yl)pyrazolo[1,5-a]pyridine-7-carbonitrile C(C)[C@@H]1CN(CC=2C=CC(=NC12)N1CCNCC1)C=1C=2N(C(=CC1)C#N)N=CC2